9-(4-chloro-2-fluoro-phenyl)-2,3-dimethyl-7-[(2R,4S)-2-(2-methyl-4-pyridyl)tetrahydropyran-4-yl]pyrazino[1,2-a]pyrimidin-4-one ClC1=CC(=C(C=C1)C1=NC(=CN2C1=NC(=C(C2=O)C)C)[C@@H]2C[C@@H](OCC2)C2=CC(=NC=C2)C)F